3-bromo-5-chloro-4-((4-methyl-2-phenylquinolin-6-yl)oxy)phenyl-3,5-dioxo-2,3,4,5-tetrahydro-1,2,4-triazine-6-carbonitrile BrC=1C=C(C=C(C1OC=1C=C2C(=CC(=NC2=CC1)C1=CC=CC=C1)C)Cl)N1N=C(C(NC1=O)=O)C#N